C(C(C)C)(=O)OCC(C)C(C(C)(C)C)OC(C(C)C)=O 1-[2-(isobutyryloxy)-1-methylethyl]-2,2-dimethylpropyl-2-methylpropanoate